C1(CCC1)C(=O)N1CCN(CC1)C=1C(=CC2=C(C(C=3NC4=CC(=CC=C4C3C2=O)C#N)(C)C)C1)CC 8-(4-Cyclobutanecarbonyl-piperazin-1-yl)-9-ethyl-6,6-dimethyl-11-oxo-6,11-dihydro-5H-benzo[b]carbazole-3-carbonitrile